(2R)-2-hydroxy-N-[[3-[2-[(2S)-2-methylazetidin-1-yl]-6,7-dihydro-5H-cyclopenta[d]pyrimidin-4-yl]phenyl]methyl]propanamide O[C@@H](C(=O)NCC1=CC(=CC=C1)C=1C2=C(N=C(N1)N1[C@H](CC1)C)CCC2)C